[Hf].N(C1=CC=CC=C1)C1CCCC=2C=CC=C(C12)C1=NC2=C(C=CC=C2C=C1)NC1=C(C=CC=C1C(C)C)C(C)C 2-(8-anilino-5,6,7,8-tetrahydronaphthalen-1-yl)-N-(2,6-diisopropylphenyl)quinolin-8-amine hafnium